C(#N)C1=C2C(=NN(C2=CC(=C1)N1CCN(CC1)C(=O)OC(C)(C)C)C1OCCCC1)NC=1C=C(C=2N(C1)C=C(N2)C)F tert-butyl 4-[4-cyano-3-[(8-fluoro-2-methyl-imidazo[1,2-a]pyridin-6-yl)amino]-1-tetrahydropyran-2-yl-indazol-6-yl]piperazine-1-carboxylate